BrC1=C(C(=CC=C1F)F)Cl 1-bromo-2-chloro-3,6-difluorobenzene